C(C)(C)(C)C=1C=C(C=C(C1C)C(C)(C)C)O 3,5-di-t-butyl-4-methylphenol